C(C)(C)CC(C)(C)C trans-isooctane